Cl.FC([C@@H]1C[C@@H](CCC1)N)(F)F |r| rac-(1R,3S)-3-(trifluoromethyl)cyclohexan-1-amine hydrochloride